ClC1=C(C=C(C=C1)C1=CC(=NC=C1)C(O)C1CC1)C[C@@H](C(=O)NC1=CC=C(C=C1)N1C(=NC=C1)C)NC(=O)C1(CC1)F N-[(1S)-1-[[2-chloro-5-[2-[cyclopropyl(hydroxy)methyl]-4-pyridyl]phenyl]methyl]-2-[4-(2-methylimidazol-1-yl)anilino]-2-oxo-ethyl]-1-fluoro-cyclopropanecarboxamide